N-(5-(5-amino-1H-pyrazol-1-yl)-1,3,4-thiadiazol-2-yl)-3-methoxy-2-oxo-4-(pyrimidin-2-ylamino)-2H-pyran-6-carboxamide NC1=CC=NN1C1=NN=C(S1)NC(=O)C1=CC(=C(C(O1)=O)OC)NC1=NC=CC=N1